OCCS(=O)(=O)CC(COCC(C(=O)NNC)(C)C=1C=C(C=CC1)CC(C(=O)OCC)C)(C)C Ethyl 3-(3-(3-(3-((2-hydroxyethyl)sulfonyl)-2,2-dimethylpropoxy)-2-methyl-1-(2-methylhydrazineyl)-1-oxopropan-2-yl)phenyl)-2-methylpropanoate